C(C)(C)(C)C=1C=C(CCC(CSCC(CCC2=CC(=C(C(=C2)C(C)(C)C)O)C(C)(C)C)C(=O)O)C(=O)O)C=C(C1O)C(C)(C)C bis[(beta-(3,5-di-tert-butyl-4-hydroxybenzyl)methylcarboxyethyl)]sulfide